ClC1=C(C(=O)N2OCC3=C(C2)C=CC=C3C(CC(=O)O)C3=C(C2=C(N(N=N2)C)C=C3)C)C(=CC(=C1)C=1C=NN(C1)C)Cl 3-[3-[2,6-Dichloro-4-(1-methylpyrazol-4-yl)benzoyl]-1,4-dihydro-2,3-benzoxazin-8-yl]-3-(1,4-dimethylbenzotriazol-5-yl)propanoic acid